4-chloro-1,3-dimethyl-5-(4,4,5,5-tetramethyl-1,3,2-dioxaborolan-2-yl)-1,3-dihydro-2H-benzo[d]imidazol-2-one ClC1=C(C=CC=2N(C(N(C21)C)=O)C)B2OC(C(O2)(C)C)(C)C